C(C)N1NC(C2=CC=C(C=C12)NC1=NC=C(C(=N1)N[C@H](CO)C1=CC=CC=C1)C=1OC(=NN1)C1=NC=CC=C1)=O (S)-1-ethyl-6-((4-((2-hydroxy-1-phenylethyl)amino)-5-(5-(pyridin-2-yl)-1,3,4-oxadiazol-2-yl)pyrimidin-2-yl)amino)-1,2-dihydro-3H-indazol-3-one